FC1=CC(=C(C#N)C=C1)C=1C=NN2C1N=C(C=C2)C2=NC(=CC=C2)O[C@H](CN2N=NN=C2)C 4-fluoro-2-[5-(6-{[(2S)-1-(1H-tetrazol-1-yl)propan-2-yl]oxy}pyridin-2-yl)pyrazolo[1,5-a]pyrimidin-3-yl]benzonitrile